CC=1C2=C(N=CN1)N(C(=C2C2=CC=C(C=C2)OC2=NC(=CC=C2)C)C2=CC=C(C=C2)NC(C=C)=O)C N-(4-(4,7-dimethyl-5-(4-((6-methylpyridin-2-yl)oxy)phenyl)-7H-pyrrolo[2,3-d]pyrimidin-6-yl)phenyl)acrylamide